CC1=C(C(=CC=C1)C)C1=CC(OC2=CC(=C(C=C12)C)O[C@@H](C(=O)N1C[C@H](CCC1)C(=O)O)C)=O (S)-1-((R)-2-((4-(2,6-dimethylphenyl)-6-methyl-2-oxo-2H-chromen-7-yl)oxy)propionyl)piperidine-3-carboxylic acid